The molecule is an ammonium ion resulting from the protonation of the secondary amino group of quinapril. It is a conjugate acid of a Phrymarolin I. CCOC(=O)[C@H](CCC1=CC=CC=C1)[NH2+][C@@H](C)C(=O)N2CC3=CC=CC=C3C[C@H]2C(=O)O